tert-butyl 4-((2-((4,4-difluorocyclohexyl)amino)-6-(3-methyl-1H-pyrazol-1-yl)pyridin-4-yl)oxy)piperidine-1-carboxylate FC1(CCC(CC1)NC1=NC(=CC(=C1)OC1CCN(CC1)C(=O)OC(C)(C)C)N1N=C(C=C1)C)F